C(C[Se][Se]CCC(C(=O)O)N)C(C(=O)O)N The molecule is a diselenide resulting from the dehydrogenation reaction between two units of 2-amino-4-selanylbutanoic acid. It has a role as a bacterial metabolite, an antibacterial agent and a marine metabolite. It is a diselenide and a selenoamino acid.